C(C)OOC(C)(C)C tert-butyl ethyl peroxide